FC1=C(C(=C(C(=C1[B-](C1=C(C(=C(C(=C1F)F)F)F)F)(C1=C(C(=C(C(=C1F)F)F)F)F)C1=C(C(=C(C(=C1F)F)F)F)F)F)F)F)F.C(CCCCCCCCCCCCCCCCC)[OH+]CCCCCCCCCCCCCCCCCC dioctadecyl-oxonium tetrakis(pentafluorophenyl)borate